CN1N=C(C=C1C)NC1=NC=C(C(=N1)C1=CNC2=C(C=CC=C12)N1C(C2=CC=CC(=C2C1)NC(=O)N1CCOCC1)=O)C N-(2-(3-(2-((1,5-dimethyl-1H-pyrazol-3-yl)amino)-5-methylpyrimidin-4-yl)-1H-indol-7-yl)-1-oxoisoindolin-4-yl)morpholine-4-carboxamide